2-[2-(3,3-difluoroazetidine-1-carbonyl)-4H,5H,6H,7H-thieno[2,3-c]pyridin-6-yl]-N-[4-(1H-1,2,3-triazol-4-yl)phenyl]pyrimidin-4-amine FC1(CN(C1)C(=O)C1=CC2=C(CN(CC2)C2=NC=CC(=N2)NC2=CC=C(C=C2)C=2N=NNC2)S1)F